O=C1C2(C=3C(=NC=CC3)N1COCC[Si](C)(C)C)CC1=C(SC(=C1)C(=O)OCC)C2 Ethyl 2'-oxo-1'-((2-(trimethylsilyl) ethoxy) methyl)-1',2',4,6-tetrahydrospiro[cyclopenta[b]thiophene-5,3'-pyrrolo[2,3-b]pyridine]-2-carboxylate